C(C1=CC=CC=C1)OCCCCOC1=C(C=CC=C1)N1CCN(CC1)C (2-(4-(benzyloxy)butoxy)phenyl)-4-methylpiperazine